3-((3,3-Difluoropyrrolidin-1-yl)methyl)benzoic acid FC1(CN(CC1)CC=1C=C(C(=O)O)C=CC1)F